(S)-4-(7-chloropyrazolo[1,5-a]pyridin-2-yl)-5-(pyrimidin-2-yl)-4,5,6,7-tetrahydro-1H-imidazo[4,5-c]pyridine ClC1=CC=CC=2N1N=C(C2)[C@H]2N(CCC1=C2N=CN1)C1=NC=CC=N1